ClC1=CC=C(C(=N1)C(=O)O)NC(C)C=1C=C(C=C2C(N(C(=NC12)N1CC(C1)(F)F)C)=O)C 6-chloro-3-[1-[2-(3,3-difluoroazetidin-1-yl)-3,6-dimethyl-4-oxoquinazolin-8-yl]ethyl-amino]pyridine-2-carboxylic acid